tert-butyl(5-chloro-6-(oxazol-2-yl)pyridin-3-yl)carbamate C(C)(C)(C)OC(NC=1C=NC(=C(C1)Cl)C=1OC=CN1)=O